C(C)(C)(C)NC1=NC(=NC=C1C(=O)N)NC1COC1 4-(tert-butylamino)-2-(oxetan-3-ylamino)pyrimidine-5-carboxamide